CC=1C=C(OCC2=NN=C(O2)S)C=C(C1)C 5-((3,5-dimethylphenoxy)methyl)-1,3,4-oxadiazole-2-thiol